(4-chlorophenyl)-6-(4-(4-methoxyphenyl)piperazin-1-yl)-2-(pyridin-3-yl)pyrimidine ClC1=CC=C(C=C1)C1=NC(=NC(=C1)N1CCN(CC1)C1=CC=C(C=C1)OC)C=1C=NC=CC1